4-((5,6,7,8-tetrahydronaphthalen-2-yl)thio)-1H-1,2,3-triazole-5-carboxylic acid C1=C(C=CC=2CCCCC12)SC=1N=NNC1C(=O)O